C(CCCCCCC)SC1=NC(=NC(=N1)SCCCCCCCC)NC1=CC(=C(C(=C1)C(C)(C)C)O)C(C)(C)C 4-[(4,6-dioctylthio-1,3,5-triazin-2-yl)amino]-2,6-di-tertiary butyl-phenol